tert-butyl (4R)-2-(5-bromo-4-hydroxy-6-methylpyridin-3-yl)-4-hydroxypyrrolidine-1-carboxylate BrC=1C(=C(C=NC1C)C1N(C[C@@H](C1)O)C(=O)OC(C)(C)C)O